N1(C=NC=C1)CC1=CC(=C2CCNC(C2=C1)=O)N1N=C(C=C1C(F)(F)F)C 7-((1H-Imidazol-1-yl)methyl)-5-(3-methyl-5-(trifluoromethyl)-1H-pyrazol-1-yl)-3,4-dihydroisoquinolin-1(2H)-one